FC1=CC=C(C=C1)N1N=NC(=C1COC1=NC=2CCN(CC2C=C1)C(=O)C=1C=NC=CC1)C 2-{[1-(4-fluorophenyl)-4-methyl-1H-1,2,3-triazol-5-yl]methoxy}-6-(pyridine-3-carbonyl)-5,6,7,8-tetrahydro-1,6-naphthyridine